OC[C@H]1N(CC1)C(=O)C=1N(C=C2N(C(N(C(C21)=O)C)=O)CC(C)C)CC2=CC=CC1=CC=CC=C21 (S)-5-(2-(hydroxymethyl)azetidine-1-carbonyl)-1-isobutyl-3-methyl-6-(naphthalen-1-ylmethyl)-1,6-dihydro-2H-pyrrolo[3,4-d]pyrimidine-2,4(3H)-dione